FC1=C(CN2N=NC=C2)C=CC=C1 1-(2-fluorobenzyl)-1H-1,2,3-triazole